2-Chloro-5-[3-(hydroxymethyl)piperazin-1-yl]-N-[(1R)-1-(1-naphthyl)ethyl]benzamide ClC1=C(C(=O)N[C@H](C)C2=CC=CC3=CC=CC=C23)C=C(C=C1)N1CC(NCC1)CO